2-(1-((2-(3,5-dichlorophenyl)-6-((5-fluoro-6-(4-methylpiperazin-1-yl)pyridin-3-yl)oxy)pyridin-4-yl)methyl)piperidin-4-yl)acetic acid ClC=1C=C(C=C(C1)Cl)C1=NC(=CC(=C1)CN1CCC(CC1)CC(=O)O)OC=1C=NC(=C(C1)F)N1CCN(CC1)C